FC1=CC=C(C=C1)[C@@H](C)NC(=O)C1=NN2C(C(NC(=C2)C2=CC3=CC=CC=C3C=C2)=O)=C1COC N-[(1R)-1-(4-Fluorophenyl)ethyl]-3-(methoxymethyl)-6-(naphthalen-2-yl)-4-oxo-4,5-dihydropyrazolo[1,5-a]pyrazine-2-carboxamide